ClC(OC1=CC=C(C=C1)NC(=O)C1=CC=2C3C(N(C2C(=C1)C1=CC=NN1)C(C)C)C=CC3)(F)F N-(4-(chlorodifluoromethoxy)phenyl)-4-isopropyl-5-(1H-pyrazol-5-yl)-1,3a,4,8b-tetrahydrocyclopenta[b]indole-7-carboxamide